1-(3-(3-Chloro-2-methylphenyl)-3-((1-methoxyisoquinolin-7-yl)amino)azetidin-1-yl)prop-2-en-1-one ClC=1C(=C(C=CC1)C1(CN(C1)C(C=C)=O)NC1=CC=C2C=CN=C(C2=C1)OC)C